4-hydroxy-2,2,6,6-tetramethylpiperidin-1-ol OC1CC(N(C(C1)(C)C)O)(C)C